1-methyl-2,4-bis(N'-n-dodecylureido)benzene CC1=C(C=C(C=C1)NC(=O)NCCCCCCCCCCCC)NC(=O)NCCCCCCCCCCCC